C(C=C)(=O)OC1=CC=C(C=C1)C(=O)OCCCC 4-butoxycarbonylphenyl acrylate